CN(S(=O)(=O)C)C1=C(C(=O)NC2=CC=C(C=C2)S(=O)(=O)N2CCN(CC2)C=2C=C(C=CC2)C)C=CC=C1 2-(N-methylmethylsulfonamido)-N-(4-((4-(m-tolyl)piperazin-1-yl)sulfonyl)phenyl)benzamide